1-(6-(6-Methylpyridin-2-yl)-5-(1H-pyrrolo[2,3-b]pyridin-4-yl)-2,3-dihydro-1H-imidazo[1,2-a]imidazol-1-yl)ethan-1-one CC1=CC=CC(=N1)C=1N=C2N(CCN2C(C)=O)C1C1=C2C(=NC=C1)NC=C2